ClC=1C=C(N[C@@H](C(=O)N2[C@@H]3CC([C@H]([C@H]2C(=O)N[C@@H](C[C@H]2C(NCCC2)=O)C#N)CC3)(F)F)CC3CC3)C=CC1 (1S,3S,4S)-2-[(2R)-2-(3-Chloroanilino)-3-cyclopropyl-propanoyl]-N-[(1S)-1-cyano-2-[(3S)-2-oxo-3-piperidyl]ethyl]-5,5-difluoro-2-azabicyclo[2.2.2]octane-3-carboxamide